C1(CC1)C=1N=CN(C1)C=1C(=CC(=C(C(=O)N)C1)F)C 5-(4-Cyclopropyl-1H-imidazol-1-yl)-2-fluoro-4-methylbenzamide